NC1=NC=C(N=C1C=C)C=C 2-amino-3,5-divinylpyrazine